1,3-bis(2,4,6-trimethylphenyl)-2-(imidazolidinylidene)(dichlorobenzylidene)(tricyclohexylphosphine) ruthenium [Ru].CC1=C(C(=CC(=C1)C)C)C1(C(Cl)=C2C(CCCC2)P(C2CCCCC2)C2CCCCC2)C(C(=C(C=C1)Cl)C1=C(C=C(C=C1C)C)C)=C1NCCN1